3-[(E)-2-[4-(trifluoromethyl)phenyl]ethenyl]pyrrolidin-3-ol hydrochloride Cl.FC(C1=CC=C(C=C1)/C=C/C1(CNCC1)O)(F)F